methyl-((3r,4r)-4-methyl-piperidin-3-yl)-(7H-pyrrolo[2,3-d]pyrimidin-4-yl)-amine CN(C=1C2=C(N=CN1)NC=C2)[C@H]2CNCC[C@H]2C